C1(CC1)CN1C(=CC=2C1=NC(=CC2)N2CC(C2)OC)C2=NC1=C(N2C)C(=CC(=C1)C(=O)N1C2CCC(C1)[C@H]2N)OC (7R)-2-{2-[1-(cyclopropylmethyl)-6-(3-methoxyazetidin-1-yl)-1H-pyrrolo[2,3-b]pyridin-2-yl]-7-methoxy-1-methyl-1H-1,3-benzodiazole-5-carbonyl}-2-azabicyclo[2.2.1]heptan-7-amine